2-methyl-5-(2H-1,2,3-triazol-2-yl)-1,3-thiazole-4-carboxylic acid CC=1SC(=C(N1)C(=O)O)N1N=CC=N1